1-(9Z-tetradecenoyl)-2-(6Z,9Z,12Z-octadecatrienoyl)-glycero-3-phosphocholine CCCCC/C=C\C/C=C\C/C=C\CCCCC(=O)O[C@H](COC(=O)CCCCCCC/C=C\CCCC)COP(=O)([O-])OCC[N+](C)(C)C